CC1(OCC(O1)O)C 2,2-dimethyl-1,3-dioxolan-4-ol